Methyl (2S,5R)-5-{(1R,3aR,4S,7aR)-4-[(tert-butyldimethylsilyl)oxy]-7a-methyloctahydro-1H-inden-1-yl}-2-fluorohexanoate [Si](C)(C)(C(C)(C)C)O[C@@H]1[C@@H]2CC[C@@H]([C@]2(CCC1)C)[C@@H](CC[C@@H](C(=O)OC)F)C